Cl.ClC1=C(C=CC(=C1)Cl)C=1CCCC2=C(C1C1=CC=C(C=C1)O[C@@H]1CN(CC1)CCCF)C=CC(=C2)C2=NOC(N2)=O (S)-3-(8-(2,4-dichlorophenyl)-9-(4-((1-(3-fluoropropyl)pyrrolidin-3-yl)oxy)phenyl)-6,7-dihydro-5H-benzo[7]annulen-3-yl)-1,2,4-oxadiazol-5(4H)-one hydrochloride